6-fluoro-5-((triisopropylsilyl)-ethynyl)naphthalen-2-ol FC=1C(=C2C=CC(=CC2=CC1)O)C#C[Si](C(C)C)(C(C)C)C(C)C